C(CCCCCN1CCCCC1)N1CCCCC1 1,1'-(1,6-Hexanediyl)dipiperidine